C(=O)(OC(C)(C)C)NCN1CCNCC1 4-Bocaminomethylpiperazine